ClC=1C=C(C=CC1C(F)(F)F)N1CC2=CNC(C=C2CC1)=O N-(3-Chloro-4-(trifluoromethyl)phenyl)-6-oxo-3,4,6,7-tetrahydro-2,7-naphthyridine